C(C)(=O)N1CCC(CC1)SC1=CC(=NC=N1)C(=O)O 6-((1-acetylpiperidin-4-yl)thio)pyrimidine-4-carboxylic acid